C(C)(C)(C)OC(=O)N1[C@@H](COCC1)C1=C2CCNCC2=CC(=C1)Cl (R)-3-(7-chloro-1,2,3,4-tetrahydroisoquinolin-5-yl)morpholine-4-carboxylic acid tert-butyl ester